C(#N)CC1N(CCN(C1)C=1C2=C(N=C(N1)SC)CNCC2)C(=O)OC(C)(C)C Tert-butyl 2-(cyanomethyl)-4-(2-(methylthio)-5,6,7,8-tetrahydropyrido[3,4-d]pyrimidin-4-yl)piperazine-1-formate